[N-]=C=O.[N-]=C=O.CC1CCCC(C1)C 3,5-dimethylcyclohexane diisocyanate